2-(2,8-Dimethylimidazo[1,2-b]pyridazin-6-yl)-7-((3R,5S)-3,5-dimethylpiperazin-1-yl)-9-methyl-4H-pyrido[1,2-a]pyrimidin-4-one CC=1N=C2N(N=C(C=C2C)C=2N=C3N(C(C2)=O)C=C(C=C3C)N3C[C@H](N[C@H](C3)C)C)C1